NCCC[SiH3] gamma-aminopropyl-silane